1,1-dichlorocyclohexane ClC1(CCCCC1)Cl